CC1=C(C(=O)OC)C=C(C(=C1)NC)[N+](=O)[O-] methyl 2-methyl-4-(methylamino)-5-nitrobenzoate